[Si](C)(C)(C(C)(C)C)OC(CN(CCCC(=O)N[C@@H](CC1=CC=CC=C1)C(=O)OCCCN(CC(CCCCCCCCCC)O[Si](C)(C)C(C)(C)C)CC(CCCCCCCCCC)O[Si](C)(C)C(C)(C)C)CC(CCCCCCCCCC)O[Si](C)(C)C(C)(C)C)CCCCCCCCCC 3-(bis(2-((tert-butyldimethylsilyl)oxy)dodecyl)amino)propyl (4-(bis(2-((tert-butyldimethylsilyl)oxy)dodecyl)amino)butanoyl)-L-phenylalaninate